C(C)N1C(N(C2=C1C(=CC=C2)N2CCNCC2)N2C(CCCC2=O)=O)=O (3-ethyl-2-oxo-4-piperazin-1-yl-benzimidazol-1-yl)piperidine-2,6-dione